2-[(diphenyl)sulphonio]thioxanthone C1(=CC=CC=C1)[S+](C1=CC=2C(C3=CC=CC=C3SC2C=C1)=O)C1=CC=CC=C1